C(CC)O[Si](OCCC)(C[Si](OCCC)(OCCC)CCCN(CC)CC)CCCN(CC)CC 3,3'-(5,7-dipropoxy-4,8-dioxa-5,7-disilaundecan-5,7-diyl)bis(N,N-diethylpropan-1-amine)